6-(cyclopropylmethoxy)-N,N-diethyl-5-(6-methyl-7-oxo-6,7-dihydro-1H-pyrrolo[2,3-c]pyridin-4-yl)pyridine-3-sulfonamide C1(CC1)COC1=C(C=C(C=N1)S(=O)(=O)N(CC)CC)C=1C2=C(C(N(C1)C)=O)NC=C2